C(#N)N1[C@H]2[C@@H](C[C@@H]1CC2)NC(=O)C=2C=NN(C2)C2=CC(=CC(=C2)Cl)Cl N-((1R,2R,4S)-7-cyano-7-azabicyclo[2.2.1]heptan-2-yl)-1-(3,5-dichlorophenyl)-1H-pyrazole-4-carboxamide